FC1=C(C=CC=C1)C1=NC(=NO1)C1=C(C(=O)O)C=CC=C1 [5-(2-Fluorophenyl)-1,2,4-oxadiazol-3-yl]benzoic acid